(S)-nicotine monoorotate hemihydrate O.C(C1=CC(=O)NC(=O)N1)(=O)O.N1=CC=CC(=C1)[C@H]1N(C)CCC1.N1=CC=CC(=C1)[C@H]1N(C)CCC1.C(C1=CC(=O)NC(=O)N1)(=O)O